ClC1=NC(=NC=C1N)C 4-chloro-2-methylpyrimidin-5-amine